BrC=1C=C(C=CC1)NNC(=O)C1=NC=CC=C1 N'-(3-bromophenyl)-2-pyridinecarbohydrazide